N-[(2S,3R)-2-[(3'-chloro-2-fluoro[1,1'-biphenyl]-3-yl)methyl]-4,4-difluoro-1-(oxetane-2-carbonyl)pyrrolidin-3-yl]-methanesulfonamide ClC=1C=C(C=CC1)C1=C(C(=CC=C1)C[C@@H]1N(CC([C@@H]1NS(=O)(=O)C)(F)F)C(=O)C1OCC1)F